potassium hydroxide, ammonium salt [NH4+].[OH-].[K]